(3S,4R)-4-{[5-fluoro-6-iodo-7-(sec-butyl)pyrrolo[2,1-f][1,2,4]triazin-2-yl]amino}oxan-3-yl acetate C(C)(=O)O[C@@H]1COCC[C@H]1NC1=NN2C(C=N1)=C(C(=C2C(C)CC)I)F